CO[Si](CCCNCCCC)(OC)OC 3-(trimethoxysilyl)-propylbutylamine